[Cl-].NCC[N+]1=C(C=CC=C1)\C=C\1/S/C(/C(N1CC)=O)=C\1/SC2=C(N1C)C=CC=C2 1-(2-aminoethyl)-2-((Z)-((E)-3-ethyl-5-(3-methylbenzo[d]thiazol-2(3H)-ylidene)-4-oxothiazolidin-2-ylidene)methyl)pyridin-1-ium chloride